C(C)C1OC(C2=CC=CC=C12)=O 3-ethyl-1(3H)-isobenzofuranone